((1R,5R)-2,6-dioxabicyclo[3.2.1]oct-1-yl)-7-isopropoxyimidazo[1,2-a]pyrimidine-6-carboxylic acid methyl ester COC(=O)C=1C(=NC=2N(C1)C=C(N2)[C@@]21OCC[C@@H](OC2)C1)OC(C)C